NC=1SC=C(C1)O 2-amino-4-hydroxythiophene